C(C1=CC=C(C(=O)[O-])C=C1)(=O)[O-].[Na+].[Na+].[Na+] trisodium terephthalate